(R)-3-((R)-1-(3-nitrophenyl)allyl)-4-hydroxy-6-phenethyl-6-propyl-5,6-dihydro-2H-pyran-2-one [N+](=O)([O-])C=1C=C(C=CC1)[C@@H](C=C)C=1C(O[C@](CC1O)(CCC)CCC1=CC=CC=C1)=O